Cl.NCCC[C@H](C(C)C)N1CC2(C1)CN(CC2)C=2N=CN=NC2OC2=C(C(=O)N(C(C)C)CC)C=C(C=C2)F (R)-2-((5-(2-(6-amino-2-methylhex-3-yl)-2,6-diazaspiro[3.4]oct-6-yl)-1,2,4-triazin-6-yl)oxy)-N-ethyl-5-fluoro-N-isopropylbenzamide hydrochloride